ClC=1C=C(C=CC1NC(=O)NCC1=CC2=C(C(N(C2)[C@@H]2C(NC(CC2)=O)=O)=O)S1)C (S)-1-(3-chloro-4-tolyl)-3-((5-(2,6-dioxopiperidin-3-yl)-6-oxo-5,6-dihydro-4H-thieno[2,3-c]pyrrol-2-yl)methyl)urea